NC=1N=C(C=C2C=C(N=CC12)NC(=O)[C@H]1[C@@H](C1)C(C)(C)O)C=1C=NC=CC1C (1R,2R)-N-[8-amino-6-(4-methylpyridin-3-yl)-2,7-naphthyridin-3-yl]-2-(2-hydroxyprop-2-yl)cyclopropane-1-carboxamide